C(#N)C1=CC=C(C=C1)NC=1N=C(C2=C(CCN(CC2)C2CCNCC2)N1)OC1=C(C=C(C#N)C=C1C)C 4-((2-((4-Cyanophenyl)amino)-7-(piperidine-4-yl)-6,7,8,9-tetrahydro-5H-pyrimido[4,5-d]azepine-4-yl)oxy)-3,5-dimethylbenzonitrile